1-(1-((2R,4r,6R)-6-(Piperazin-1-ylmethyl)spiro[3.3]heptan-2-yl)-1H-pyrrolo[2,3-b]pyridin-5-yl)dihydropyrimidine-2,4(1H,3H)-dione N1(CCNCC1)CC1CC2(CC(C2)N2C=CC=3C2=NC=C(C3)N3C(NC(CC3)=O)=O)C1